FC(N1N=CC(=C1)C=1C=CC=2N(C1)C(=CN2)C2=NC(=NC=C2)NC2=CC=C(C=N2)N2CCN(CC2)C(C)=O)F 1-(4-(6-((4-(6-(1-(Difluoromethyl)-1H-pyrazol-4-yl)imidazo[1,2-a]pyridin-3-yl)pyrimidin-2-yl)amino)pyridin-3-yl)piperazin-1-yl)ethan-1-one